4-Methylazepan-4-ol hydrochloride Cl.CC1(CCNCCC1)O